C(\C=C\CCC)=O trans-2-hexenal